(R)-1-((4-formylbenzoyl)-D-prolyl)-N-(4-formylphenyl)pyrrolidine-2-carboxamide C(=O)C1=CC=C(C(=O)N2[C@H](CCC2)C(=O)N2[C@H](CCC2)C(=O)NC2=CC=C(C=C2)C=O)C=C1